ClC1=NC=C(C=C1NC(=O)C=1OC(=CC1)C1CCOCC1)C(F)(F)F N-[2-chloro-5-(trifluoromethyl)-3-pyridyl]-5-tetrahydropyran-4-yl-furan-2-carboxamide